6-bromo-4-chloro-1H-inden-2(3H)-one BrC1=CC(=C2CC(CC2=C1)=O)Cl